OCCNCC=1C=NC2=C(N=CC=C2C1)NC=1C(=C(C=CC1)C1=C(C(=CC=C1)NC=1N=CC=C2C=C(C=NC12)CN1CCCC1)C)C (R)-1-((8-((3'-((3-(((2-Hydroxyethyl)amino)methyl)-1,7-naphthyridin-8-yl)amino)-2,2'-dimethyl-[1,1'-biphenyl]-3-yl)amino)-1,7-naphthyridin-3-yl)methyl)pyrrolidin